(((4R,5R)-2,2-dimethyl-1,3-dioxolane-4,5-diyl)bis(methylene))bis(diphenylphosphine) CC1(O[C@H]([C@@H](O1)CP(C1=CC=CC=C1)C1=CC=CC=C1)CP(C1=CC=CC=C1)C1=CC=CC=C1)C